C1NCC12CC(C2)CNC(=O)C2=CC1=C(N3C(S1)=NC(=C3)C3=CC=C(C=C3)C(NC)=O)C=C2 N-((2-azaspiro[3.3]heptan-6-yl)methyl)-2-(4-(methylcarbamoyl)phenyl)benzo[d]imidazo[2,1-b]thiazole-7-carboxamide